[Cl-].C(=C)C1=[N+](C=CC=C1)C vinyl-N-methylpyridinium chloride